FC1CCN(CC1)C1=NC(=NC(=N1)C1=NC(=CC=C1)C(F)(F)F)NC1=CC(=NC=C1)C(F)(F)F (4-Fluoropiperidin-1-yl)-6-(6-(trifluoromethyl)pyridin-2-yl)-N-(2-(trifluoromethyl)pyridin-4-yl)-1,3,5-triazin-2-amine